2-(4-(3-amino-5-chloropyridin-2-yl)-3-(4-chlorophenyl)piperazine-1-carbonyl)cyclobutanecarboxylic acid NC=1C(=NC=C(C1)Cl)N1C(CN(CC1)C(=O)C1C(CC1)C(=O)O)C1=CC=C(C=C1)Cl